C1(=CC=CC=C1)N(C1=CC=C(C=C1)C=CC1=CC=C(C=C1)N)C1=CC=CC=C1 N,N-diphenylstilbene-4,4'-diamine